[Si](C)(C)(C(C)(C)C)O[C@H]1[C@@H]([C@@H](OC1)C(=O)OC)F methyl (2S,3R,4R)-4-((tert-butyldimethylsilyl)oxy)-3-fluorotetrahydrofuran-2-carboxylate